N-(4-bromo-2-fluoro-6-nitrophenyl)-4-(2,6-difluoro-4-methoxyphenyl)-1,3-dimethyl-1H-pyrazol-5-amine BrC1=CC(=C(C(=C1)[N+](=O)[O-])NC1=C(C(=NN1C)C)C1=C(C=C(C=C1F)OC)F)F